COC1=NN(C=C1C(=O)NC=1C(=NC=C(C1)C)N1CCNCC1)C 3-methoxy-1-methyl-N-(5-methyl-2-(piperazin-1-yl)pyridin-3-yl)-1H-pyrazole-4-carboxamide